ClC1=CC=C(C=C1)C1=CC=CC=2N1N=CN2 5-(4-chlorophenyl)-[1,2,4]triazolo[1,5-a]pyridine